N1N=CC(=C1)CNC(=O)NC1=CC=C(C=C1)S(=O)(=O)C1=C(C=CC=C1)C1=C(C=CC=C1)Cl 1-((1H-Pyrazol-4-yl)methyl)-3-(4-((2'-chloro-[1,1'-biphenyl]-2-yl)sulfonyl)phenyl)urea